2-((3,5-dichlorophenyl)amino)-5-methoxyquinazoline-4(3H)-One ClC=1C=C(C=C(C1)Cl)NC1=NC2=CC=CC(=C2C(N1)=O)OC